ClC1C=2N(C3=C(CC14OCCCO4)C=CC=C3)C(=NN2)[C@@H]2CC[C@H](CC2)OC2=NC=CC=C2 chloro-1'-[trans-4-(pyridin-2-yloxy)cyclohexyl]-4'H,6'H-spiro[1,3-dioxane-2,5'-[1,2,4]triazolo[4,3-a][1]benzazepine]